C(#N)C1(CCCCC1)C1=CC(=C(C=C1)OC)OC1CCCC1 4-cyano-4-(3-cyclopentyloxy-4-methoxyphenyl)cyclohexan